5-({[1-(4-Chlorobenzyl)cyclopropyl]carbonyl}amino)-2-(1-cyclobutyl-1H-pyrazol-4-yl)-3-fluorobenzoic acid ClC1=CC=C(CC2(CC2)C(=O)NC=2C=C(C(=C(C(=O)O)C2)C=2C=NN(C2)C2CCC2)F)C=C1